Coumaroyl-dihydrocaffeoyl-spermidine C(\C=C\C1=CC=C(C=C1)O)(=O)N(CCCCNCCCN)C(CCC1=CC(O)=C(O)C=C1)=O